C(C)OC=1C=C(\C=C/2\C(NC(N(C2=O)C2=CC=C(C=C2)OC)=O)=O)C=CC1O (Z)-5-(3-Ethoxy-4-hydroxybenzylidene)-1-(4-methoxyphenyl)pyrimidine-2,4,6(1H,3H,5H)-trione